C(CC)SC1=NC=C(C=N1)N (propylthio)pyrimidin-5-amine